N-((S)-(4,4-difluorocyclohexyl)(5-((S)-2-methoxy-1-((S)-2-oxo-4-(trifluoromethyl)imidazolidin-1-yl)ethyl)benzo[d]oxazol-2-yl)methyl)-3-isopropyl-isoxazole-4-carboxamide FC1(CCC(CC1)[C@H](NC(=O)C=1C(=NOC1)C(C)C)C=1OC2=C(N1)C=C(C=C2)[C@@H](COC)N2C(N[C@@H](C2)C(F)(F)F)=O)F